3-[4-(cyclopropanecarbonylamino)phenyl]-N-(4-fluoro-3-methoxy-phenyl)-N,8-dimethyl-imidazo[1,2-a]pyrazine-6-carboxamide C1(CC1)C(=O)NC1=CC=C(C=C1)C1=CN=C2N1C=C(N=C2C)C(=O)N(C)C2=CC(=C(C=C2)F)OC